CNC(=O)C1=NNC2=CC(=CC=C12)C=1SC(=CN1)C(=O)NCCC(C)C1=CC=CC=C1 2-(3-(methylcarbamoyl)-1H-indazol-6-yl)-N-(3-phenylbutyl)thiazole-5-carboxamide